1-(pyridin-3-yl)-2,3,4,9-tetrahydro-1H-pyrido[3,4-b]indole N1=CC(=CC=C1)C1NCCC2=C1NC1=CC=CC=C21